(3-chloro-5-methanesulfonamidophenyl)-5-methyl-1-(pyridin-2-yl)pyrrole-3-carboxamide ClC=1C=C(C=C(C1)NS(=O)(=O)C)C=1N(C(=CC1C(=O)N)C)C1=NC=CC=C1